bis(1-hexyl)phosphine (8-fluoro-2,2-dimethyl-1,3-benzoxazin-4-yl)trifluoromethanesulfonate FC1=CC=CC=2C(=NC(OC21)(C)C)OS(=O)(=O)C(F)(F)F.C(CCCCC)PCCCCCC